C(=O)O.NC[C@H](C)NC(=O)N1CCN(CC1)C(C1=C(C=C(C=C1)NC=1C=2N(C=CN1)C(=CN2)C2=C(C(=C(C=C2)OCC#N)F)Cl)C)=O N-[(1S)-2-amino-1-methyl-ethyl]-4-[4-[[3-[2-chloro-4-(cyanomethoxy)-3-fluoro-phenyl]imidazo[1,2-a]pyrazin-8-yl]amino]-2-methyl-benzoyl]piperazine-1-carboxamide formate